C(CCCCCCCCCCCCCCC)(=O)[O-].[Na+] Natrium palmitat